NC1=CC=C(C=N1)/C=C/C(=O)NCC=1OC2=C(C1)C=C(C=C2C2=CC(=CC=C2)C(F)(F)F)C2=CC=C(C=C2)C(=O)N2CCC(CC2)(F)F (E)-3-(6-amino-pyridin-3-yl)-N-((5-(4-(4,4-difluoro-piperidine-1-carbonyl)phenyl)-7-(3-(trifluoro-methyl)phenyl)benzofuran-2-yl)methyl)acrylamide